C(C)OC1=CC=C(C=C1)N\N=C\1/C(N(N=C1C)C=1SC=C(N1)C1=CC=CC=C1)=O (Z)-4-(2-(4-Ethoxyphenyl)hydrazono)-5-methyl-2-(4-phenylthiazol-2-yl)-2,4-dihydro-3H-pyrazol-3-on